(1S,4S)-4-((5-amino-2-(tert-butylamino)pyrimidin-4-yl)amino)cyclohexane NC=1C(=NC(=NC1)NC(C)(C)C)NC1CCCCC1